nonadecyl behenate C(CCCCCCCCCCCCCCCCCCCCC)(=O)OCCCCCCCCCCCCCCCCCCC